4-(3-methylimidazol-4-yl)piperidine methyl-2-[1-(5-fluoropentyl)-1H-indole-3-carboxamido]-3,3-dimethylbutyrate COC(C(C(C)(C)C)NC(=O)C1=CN(C2=CC=CC=C12)CCCCCF)=O.CN1C=NC=C1C1CCNCC1